C(C1=CC=CC=C1)[C@@H](NC(CN(C(OC(C)(C)C)=O)C[C@H](C)C1=CC=CC=C1)=O)C(N[C@@H](C(N[C@H](C)CCCCNC(=O)OC(C)(C)C)=O)CC(C)C)=O (9R,12R,15R)-9-benzyl-15-(4-((tert-butoxycarbonyl)amino)butyl)-12-isobutyl-2,2-dimethyl-4,7,10,13-tetraoxo-5-((R)-2-phenylpropyl)-3-oxa-5,8,11,14-tetraazahexadecane